(S)-N-[(S)-8-fluorochroman-4-yl]-2-methylpropan-2-sulfinamide FC=1C=CC=C2[C@H](CCOC12)N[S@@](=O)C(C)(C)C